FC=1C=C(C(=O)N[C@@H]2CC[C@H](CC2)O)C=CC1C1=NC=CC2=C1C=CO2 3-fluoro-4-(furo[3,2-c]pyridin-4-yl)-N-(trans-4-hydroxycyclohexyl)benzamide